2,3-dihydroxypropanesulfonate OC(CS(=O)(=O)[O-])CO